7-(3-(6,7-dihydropyrazolo[1,5-a]pyrimidin-4(5H)-yl)-7,8-dihydro-1,6-naphthyridin-6(5H)-yl)-3-fluoro-2,8-dimethyl-4H-pyrimido[1,2-b]pyridazin-4-one N1=CC=C2N1CCCN2C=2C=NC=1CCN(CC1C2)C=2C(=CC=1N(N2)C(C(=C(N1)C)F)=O)C